C(CCCCCCCCCCCCCCC)C[Si](C)(C)C#CS hexadecyl-sulfanylethynyl-trimethyl-silane